FC(C1=NC=CC(=C1F)NC(=O)N1CC=2C(=NN3C2C(CC[C@H](C3)CO)(F)F)C[C@H]1C)F |o1:22| (3R,8R*)-N-(2-(Difluoromethyl)-3-fluoropyridin-4-yl)-11,11-difluoro-8-(hydroxymethyl)-3-methyl-3,4,8,9,10,11-hexahydro-1H-pyrido[4',3':3,4]pyrazolo[1,5-a]azepine-2(7H)-carboxamide